C1N(CC12CCCCC2)C(=O)O.FC(C2=CC(=NO2)/C=C/C2CCC1(CN(C1)C(C=C)=O)CC2)(F)F 1-{7-[(E)-2-[5-(trifluoromethyl)-1,2-oxazol-3-yl]ethenyl]-2-azaspiro[3.5]nonan-2-yl}prop-2-en-1-one 2-azaspiro[3.5]nonane-2-carboxylate